N-{[5-chloro-6-(5-methoxy-2-pyrazinyl)-2-indolyl]methyl}-3-cyano-3-oxetanecarboxamide ClC=1C=C2C=C(NC2=CC1C1=NC=C(N=C1)OC)CNC(=O)C1(COC1)C#N